NC1=C2C(=C3C(=N1)C=C(S3)C3=NNC=C3)N(C=N2)C 4-amino-1-methyl-7-(1H-pyrazol-3-yl)-1H-imidazo[4,5-d]thieno[3,2-b]pyridin